N(=C=O)C1=C(C=CC=C1N=C=O)CC 2,3-Diisocyanato-1-ethylbenzene